(9H-fluoren-9-yl)methyl (R)-(1-hydroxy-3-methoxypropan-2-yl)carbamate OC[C@H](COC)NC(OCC1C2=CC=CC=C2C=2C=CC=CC12)=O